3-{1-[(3-{5-[(1-{[1-(2,6-dioxopiperidin-3-yl)-1H-1,2,3-triazole-4-yl]methyl}piperidin-4-yl)methoxy]pyrimidin-2-yl}phenyl)methyl]-6-oxo-1,6-dihydropyridazin-3-yl}benzonitrile O=C1NC(CCC1N1N=NC(=C1)CN1CCC(CC1)COC=1C=NC(=NC1)C=1C=C(C=CC1)CN1N=C(C=CC1=O)C=1C=C(C#N)C=CC1)=O